ClC1=C(C=C(C(=C1)I)OC)C(F)(F)F 1-CHLORO-5-IODO-4-METHOXY-2-(TRIFLUOROMETHYL)BENZENE